tert-Butyl (S)-3-(piperidin-1-yl)pyrrolidine-1-carboxylate N1(CCCCC1)[C@@H]1CN(CC1)C(=O)OC(C)(C)C